O1C(CCCC1)N1N=CC(=C1)C(=O)NC1=NC(=CC=C1)N1N=C(C2=CC=CC=C12)NC=1C=C2C=NN(C2=CC1)C1OCCCC1 1-(tetrahydro-2H-pyran-2-yl)-N-(6-(3-((1-(tetrahydro-2H-pyran-2-yl)-1H-indazol-5-yl)amino)-1H-indazol-1-yl)pyridin-2-yl)-1H-pyrazole-4-carboxamide